N-(5-methoxy-2-phenoxyphenyl)methanesulfonamide COC=1C=CC(=C(C1)NS(=O)(=O)C)OC1=CC=CC=C1